[1,2,2,6,6-pentamethyl-4-piperidinyl] 2-[[3,5-bis(1,1-dimethylethyl)-4-hydroxyphenyl]methyl]-2-butylpropanedioate CC(C)(C)C=1C=C(C=C(C1O)C(C)(C)C)CC(C(=O)OC1CC(N(C(C1)(C)C)C)(C)C)(C(=O)[O-])CCCC